7-Chloro-5-phenyl-3H-1,4-benzodiazepine 4-Oxide ClC=1C=CC2=C(C(=[N+](CC=N2)[O-])C2=CC=CC=C2)C1